2-Fluoro-3-methoxy-6-methyl-N-(1-(naphthalen-1-yl)cyclopropyl)benzamide FC1=C(C(=O)NC2(CC2)C2=CC=CC3=CC=CC=C23)C(=CC=C1OC)C